2,2',2'',2''',2''''-(1,4,7,10,13-pentaazacyclopentadecane-1,4,7,10,13-pentayl)pentaacetic acid N1(CCN(CCN(CCN(CCN(CC1)CC(=O)O)CC(=O)O)CC(=O)O)CC(=O)O)CC(=O)O